2-bromo-4-(cyclopropylmethoxy)-6-(methylsulfonyl)pyridine BrC1=NC(=CC(=C1)OCC1CC1)S(=O)(=O)C